N=1C=NN2C1C=C(C=C2)OCC21OCC(C2)C1 1-(([1,2,4]triazolo[1,5-a]pyridin-7-yloxy)methyl)-2-oxabicyclo[2.1.1]hexan